C1(=CC=CC=2[Se]C3=C(C21)C=CC=C3)C=3C(=C(C=CC3)C=3C(=CC=CC3)C3=CC=CC=C3)C3=NN=NC(=C3C3=CC=CC=C3)C3=CC=CC=C3 (dibenzoselenophenyl)(diphenyltriazinyl)terphenyl